2-(2,6-dioxopiperidin-3-yl)-5-(3-((2-(2-((1r,3r)-3-((5-(5-methyl-5H-pyrido[4,3-b]indol-7-yl)pyridin-2-yl)oxy)cyclobutoxy)ethoxy)ethoxy)methyl)azetidin-1-yl)isoindoline-1,3-dione O=C1NC(CCC1N1C(C2=CC=C(C=C2C1=O)N1CC(C1)COCCOCCOC1CC(C1)OC1=NC=C(C=C1)C=1C=CC=2C3=C(N(C2C1)C)C=CN=C3)=O)=O